1-(6,7-dihydro-5H-benzo[6,7]cyclohepta[1,2-c]pyridazin-3-yl)-N3-(4-(4-(bicyclo[2.2.1]heptan-2-yl)piperazin-1-yl)phenyl)-1H-1,2,4-triazole-3,5-diamine N1=NC(=CC2=C1C1=C(CCC2)C=CC=C1)N1N=C(N=C1N)NC1=CC=C(C=C1)N1CCN(CC1)C1C2CCC(C1)C2